N1=CC=NC2=C1C=1N=CC=NC1C1=C2N=CC=N1 dipyrazinoquinoxaline